C1(CCCCC1)CS(=O)(=O)NC1=NOC2=C1C(=CC(=C2)CN2N=C1C(=C2)CN(C1)C#CC)OC 1-cyclohexyl-N-(4-methoxy-6-((5-propynyl-5,6-dihydropyrrolo[3,4-c]pyrazol-2(4H)-yl)methyl)benzo[d]isoxazol-3-yl)methanesulfonamide